BrC1=NC=2N(C(N(C(C2N1C)=O)CC1=CC2=CC=CC=C2C=C1)=O)C 8-bromo-3,7-dimethyl-1-(naphthalen-2-ylmethyl)-1H-purine-2,6(3H,7H)-dione